COCCNC=1NC=2C(=NC=C(C2)N2C=CC=3N=CN=C(C32)OC)N1 N-(2-methoxyethyl)-6-(4-methoxy-5H-pyrrolo[3,2-d]pyrimidin-5-yl)-1H-imidazo[4,5-b]pyridin-2-amine